C1=CC=CC=2C3=CC=CC=C3C(=CC12)C1=CC=C(C=C1)C1=NC=C(C=N1)C1=CC(=CC(=C1)C=1C=NC2=CC=CC=C2C1)C=1C=NC2=CC=CC=C2C1 2-{4-(phenanthrene-9-yl)phenyl}-5-{3,5-bis(quinoline-3-yl)phenyl}pyrimidine